5-(5-(1-(5-((R)-3-((cyclobutylmethyl)amino)piperidin-1-yl)pyridin-2-yl)ethyl)thiazol-2-yl)-N,N-dimethylpyridin-3-amine C1(CCC1)CN[C@H]1CN(CCC1)C=1C=CC(=NC1)C(C)C1=CN=C(S1)C=1C=C(C=NC1)N(C)C